C(C)(C)(C)[C@@H]1C=2C=C(C(NC2C2=C(C1)N1C(=N2)C(=CC(=C1)OC(F)F)OC)=O)C(=O)O (R)-5-(tert-butyl)-9-(difluoromethoxy)-11-methoxy-2-oxo-1,2,5,6-tetrahydropyrido[2',1':2,3]imidazo[4,5-h]quinoline-3-carboxylic acid